FC(C1=NN=C(O1)C1=CC(=C(CN2N=C(N=N2)C=2C=C3C=NC(=NC3=CC2)N)C=C1)F)F 6-(2-(4-(5-(difluoromethyl)-1,3,4-oxadiazol-2-yl)-2-fluorobenzyl)-2H-tetrazol-5-yl)quinazolin-2-amine